(S)-(2-methyl-4-(pyrimidin-2-yloxy)phenyl)-4-oxo-4,5-dihydro-3H-1-thia-3,5,8-triazaacenaphthylene-2-carboxamide CC1=C(C=CC(=C1)OC1=NC=CC=N1)N1C2=C(SC=3N=CC=C(NC1=O)C32)C(=O)N